[Cl-].[Cl-].[Cl-].NC=1C(=C(C=CC1)N)N triaminobenzene trichloride